tert-butyl 3-(1-(4-methoxybenzyl)-3-methyl-2-oxopyrrolidin-3-yl)-3-oxopropanoate COC1=CC=C(CN2C(C(CC2)(C)C(CC(=O)OC(C)(C)C)=O)=O)C=C1